2-Chloro-5-fluoro-N-[(4-methoxyphenyl)methyl]-N-methyl-7-{[2-(trimethylsilyl)ethoxy]methyl}-7H-pyrrolo[2,3-d]pyrimidin-4-amine ClC=1N=C(C2=C(N1)N(C=C2F)COCC[Si](C)(C)C)N(C)CC2=CC=C(C=C2)OC